CNC(C1=C(C=CC=C1)SC1=CC=C2C(=NNC2=C1)\C=C\C1=NC=CC=C1)=O N-methyl-2-({3-[(1E)-2-(pyridin-2-yl)ethenyl]-1H-indazol-6-yl}sulfanyl)benzamide